5-(2-chloro-3-nitrophenyl)-1-methyl-1H-1,2,4-triazole ClC1=C(C=CC=C1[N+](=O)[O-])C1=NC=NN1C